4-(3-((5-(5-(difluoromethyl)-1,3,4-oxadiazol-2-yl)pyridin-2-yl)methyl)-5-fluoro-2-oxo-2,3-dihydrobenzo[d]oxazol-6-yl)piperazine-1-carboxylic acid tert-butyl ester C(C)(C)(C)OC(=O)N1CCN(CC1)C1=CC2=C(N(C(O2)=O)CC2=NC=C(C=C2)C=2OC(=NN2)C(F)F)C=C1F